4-(2-((3-(4-(diethylamino)phenyl)-5-(4-methoxyphenyl)-1H-pyrrol-2-yl)imino)-5-(4-methoxyphenyl)-2H-pyrrol-3-yl)-N,N-diethylaniline C(C)N(C1=CC=C(C=C1)C1=C(NC(=C1)C1=CC=C(C=C1)OC)N=C1N=C(C=C1C1=CC=C(N(CC)CC)C=C1)C1=CC=C(C=C1)OC)CC